tris-(tetradecyl)methylammonium chloride [Cl-].C(CCCCCCCCCCCCC)[N+](C)(CCCCCCCCCCCCCC)CCCCCCCCCCCCCC